N(=[N+]=[N-])[C@](C)(C1CC1)C1=CN=C(C2=CN=C(C=C12)Cl)OC1CC1 R-4-(1-azido-1-cyclopropylethyl)-6-chloro-1-cyclopropoxy-2,7-naphthyridine